FC(C1=NC=CC(=C1)SCCC(C#N)C#N)(F)F [2-[[2-(trifluoromethyl)-4-pyridinyl]sulfanyl]ethyl]malononitrile